(1-((3-chloro-4-fluorophenyl) carbamoyl)-2-methyl-2,4,5,6-tetrahydrocyclopenta[c]pyrrol-4-yl) carbamate C(N)(OC1CCC2=C(N(C=C21)C)C(NC2=CC(=C(C=C2)F)Cl)=O)=O